ClC1=CC(=NC=C1C(C)(C)O)NC1=CC(=C(N=N1)C(=O)NC([2H])([2H])[2H])NC1=NC(=CC=C1S(=O)(=O)C)C 6-{[4-chloro-5-(2-hydroxypropan-2-yl)pyridin-2-yl]amino}-4-[(3-methanesulfonyl-6-methylpyridin-2-yl)amino]-N-(2H3)methylpyridazine-3-carboxamide